1,4-dimethyl-3-[(5-oxomorpholin-2-yl)methoxy]-6,7-dihydro-5H-cyclopenta[c]Pyridine-6-carboxylic acid methyl ester COC(=O)C1CC2=C(C(=NC(=C2C)OCC2CNC(CO2)=O)C)C1